tert-butyl 6-(3,4-dihydro-2H-benzo[b][1,4]Oxazin-7-yl)-3-methyl-3,4-dihydropyridine-1(2H)-carboxylate O1C2=C(NCC1)C=CC(=C2)C2=CCC(CN2C(=O)OC(C)(C)C)C